[Si](C)(C)(C(C)(C)C)OC[C@H]1N(CC2(CC2)C1)C(=O)C1=C(C=C(C(=C1)OC)O[Si](C(C)C)(C(C)C)C(C)C)NC(OCC=C)=O allyl (S)-(2-(6-(((tert-butyldimethylsilyl)oxy)methyl)-5-azaspiro[2.4]heptane-5-carbonyl)-4-methoxy-5-((triisopropylsilyl)oxy)phenyl)carbamate